N-(4-(4-(tert-butoxycarbonyl)piperazin-1-yl)phenyl)-4-trifluoromethylquinolin-2-amine C(C)(C)(C)OC(=O)N1CCN(CC1)C1=CC=C(C=C1)NC1=NC2=CC=CC=C2C(=C1)C(F)(F)F